C12(C=CC(CC1)C2)OC21C=CC(CC2)C1 norbornenyl ether